icosa-11,14-dien-1-ol C(CCCCCCCCCC=CCC=CCCCCC)O